5-cyclopropyl-6-(1-methyl-1H-benzo[d]imidazol-4-yl)-3-((6'-methyl-2,3,5,6,6',7'-hexahydrospiro[pyran-4,5'-pyrrolo[3,4-b]pyridin]-2'-yl)amino)picolinamide butyl-R-(-)-3-hydroxybutyrate C(CCC)OC(C[C@@H](C)O)=O.C1(CC1)C=1C=C(C(=NC1C1=CC=CC=2N(C=NC21)C)C(=O)N)NC2=CC=C1C(=N2)CN(C12CCOCC2)C